N-[(2R)-2,3-dihydro[1,4]dioxino[2,3-b]pyridin-2-ylmethyl]-8-methyl-2-(pyridin-2-ylmethyl)-4,5-dihydro-2H-furo[2,3-g]indazole-7-carboxamide O1[C@@H](COC2=NC=CC=C21)CNC(=O)C2=C(C1=C(CCC3=CN(N=C13)CC1=NC=CC=C1)O2)C